4-{4-[(2-Iodophenyl)methoxy]-3-methoxyphenyl}-2H,4H,5H,6H,7H-pyrazolo[3,4-b]pyridin-6-one IC1=C(C=CC=C1)COC1=C(C=C(C=C1)C1C=2C(NC(C1)=O)=NNC2)OC